S1C(=NC=C1)C(=O)N1CCN(CC1)C1CC(NC1)=O 4-[4-(1,3-thiazol-2-ylcarbonyl)piperazin-1-yl]pyrrolidin-2-one